N-(2-methoxyethyl)sulfamoyl-carbamic acid tert-butyl ester C(C)(C)(C)OC(NS(NCCOC)(=O)=O)=O